1-cyclopropyl-3-(4,5-diphenyloxazol-2-yl)propan-1-one C1(CC1)C(CCC=1OC(=C(N1)C1=CC=CC=C1)C1=CC=CC=C1)=O